FC(CN1N=CC=2C1=NC(=CN2)N2CC1(CN(C1)C(C1=CC(=CC=C1)OC(F)F)=O)CC2)F 6-[1-(2,2-difluoroethyl)-1H-pyrazolo[3,4-b]pyrazin-6-yl]-2-[3-(difluoromethoxy)benzoyl]-2,6-diazaspiro[3.4]octane